CC(C#CC=1C=C(C=C2C(=NNC12)N)B1OC(C(O1)(C)C)(C)C)(C)C 7-(3,3-Dimethylbut-1-yn-1-yl)-5-(4,4,5,5-tetramethyl-1,3,2-dioxaborolan-2-yl)-1H-indazol-3-amine